1-(5-bromopyridin-2-yl)-N,N-dimethyl-5-(methylthio)-1H-1,2,4-triazol-3-amine BrC=1C=CC(=NC1)N1N=C(N=C1SC)N(C)C